C(C=C)OC=1C=C(C=CC1)/C=C/C(=O)C1=C(C=C(C=C1)O)O (E)-3-(3-Allyloxyphenyl)-1-(2,4-dihydroxyphenyl)prop-2-en-1-one